C(C)(C)(C)C1=C(C=C(C=N1)C=1N=C2SCC(CN2C(C1C#N)=O)C)O 8-(6-tert-butyl-5-hydroxypyridin-3-yl)3-methyl-6-oxo-2H,3H,4H,6H-pyrimido[2,1-b][1,3]thiazine-7-carbonitrile